4-ethoxy-1-(pent-4-enoyl)pyrrolidine-2-carboxylic acid C(C)OC1CC(N(C1)C(CCC=C)=O)C(=O)O